C(C)[C@]1(C(OCC=2C(N3CC4=CC5=CC(=CC=C5N=C4C3=CC12)OC)=O)=O)O (19S)-19-Ethyl-19-hydroxy-7-methoxy-17-oxa-3,13-diazapentacyclo[11.8.0.02,11.04,9.015,20]henicosa-1(21),2,4,6,8,10,15(20)-heptaene-14,18-dione